C(CCCCCC(C)C)(=O)OCCCCCCCCCCC(C)C isotridecyl alcohol isononanoate